tert-butyl N-[(1S)-1-[[(1S)-5,5,5-trifluoro-1-[hydroxy(thiazol-2-yl)methyl] pentyl]carbamoyl]-4-triisopropylsilyloxy-pentyl]carbamate FC(CCC[C@@H](C(C=1SC=CN1)O)NC(=O)[C@H](CCC(C)O[Si](C(C)C)(C(C)C)C(C)C)NC(OC(C)(C)C)=O)(F)F